3,4,5-trimethoxybenzyl cyanide COC=1C=C(CC#N)C=C(C1OC)OC